O[C@@H]1C[C@H]2CC[C@H]3[C@@H]4CC[C@H]([C@@H](CCC)C)[C@]4([C@H](C[C@@H]3[C@]2(CC1)C)O)C 3β,12α-Dihydroxy-5β-cholan